methyl-O-(t-butyldimethylsilyl)-L-serine CN[C@@H](CO[Si](C)(C)C(C)(C)C)C(=O)O